tert-butyl 3-(5-(difluoromethyl)isoxazol-3-yl)azetidine-1-carboxylate FC(C1=CC(=NO1)C1CN(C1)C(=O)OC(C)(C)C)F